tert-butyl 6'-(1-(3-acrylamidophenyl)-3-nitro-1H-pyrazol-4-yl)-1'-oxo-2',3'-dihydro-1'H-spiro[azetidine-3,4'-isoquinoline]-1-carboxylate C(C=C)(=O)NC=1C=C(C=CC1)N1N=C(C(=C1)C=1C=C2C3(CNC(C2=CC1)=O)CN(C3)C(=O)OC(C)(C)C)[N+](=O)[O-]